ClC1=C(C=CC=C1)C(=O)N1B(C2=C(C=N1)C=C(C=C2)C2=CC=C(C=C2)Cl)O (2-chlorophenyl)-[6-(4-chlorophenyl)-1-hydroxy-2,3,1-benzodiazaborinin-2-yl]methanone